FC1CNCCC1N1[C@@H]2CO[C@H](C1)C2 (1S,4S)-5-(3-fluoropiperidin-4-yl)-2-oxa-5-azabicyclo[2.2.1]heptane